C(C=1C(C(=O)OCCCCCCCC(C)C)=CC=CC1)(=O)OCCCCCCCC(C)C di(8-methylnonyl) phthalate